C(C)N1CC(CCC1)NC(C)=O N-(1-Ethylpiperidin-3-yl)Acetamide